2-((1H-pyrrolo[2,3-b]pyridin-5-yl)oxy)-4-(4-((4'-chloro-4,4-dimethyl-3,4,5,6-tetrahydro-[1,1'-biphenyl]-2-yl)methyl)piperazin-1-yl)benzoic acid N1C=CC=2C1=NC=C(C2)OC2=C(C(=O)O)C=CC(=C2)N2CCN(CC2)CC2=C(CCC(C2)(C)C)C2=CC=C(C=C2)Cl